Cl.Cl.NC/C=C/S(=O)(C1=CC(=C(C=C1)OC)F)=NCCC {[(1E)-3-aminoprop-1-en-1-yl](3-fluoro-4-methoxyphenyl)oxo-λ6-sulfanylidene}(propyl)amine dihydrochloride